CC1(CC=C(C=C1)C)C1=CC=CC=C1 1,4-dimethylbiphenyl